C1(CC1)CN1C(N(C(C2=CC(=CC=C12)S(NC1(CC1)C)(=O)=O)=O)CCN(C(C=C)=O)C)=O N-(2-(1-(cyclopropylmethyl)-6-(N-(1-methylcyclopropyl)sulfamoyl)-2,4-dioxo-1,4-dihydroquinazolin-3(2H)-yl)ethyl)-N-methylacrylamide